C1=CC=CC=2OPOC3=C(CC21)C=CC=C3 12H-Dibenzo[d,g][1,3,2]dioxaphosphocin